ClC1=NC(=NC(=N1)N[C@@H](CO)CC(C)C)CC(C)C1=CC=C(C=C1)N=S(=O)(C)C ((4-(1-(4-Chloro-6-(((R)-1-hydroxy-4-methylpentan-2-yl)amino)-1,3,5-triazin-2-yl)propan-2-yl)phenyl)imino)dimethyl-λ6-sulfanone